3-(4-(6-(4-(4-(1-(2-amino-4-(trifluoromethoxy)benzoyl)piperidin-4-yl)quinazolin-7-yl)piperazin-1-yl)hexyl)-1-oxoisoindolin-2-yl)piperidine-2,6-dione NC1=C(C(=O)N2CCC(CC2)C2=NC=NC3=CC(=CC=C23)N2CCN(CC2)CCCCCCC2=C3CN(C(C3=CC=C2)=O)C2C(NC(CC2)=O)=O)C=CC(=C1)OC(F)(F)F